C(CCCCCCC)OC(CCC(=O)OCCCCCCN(CCO)CCCCCCCC(OCCCC\C=C/CC)OCCCC\C=C/CC)OCCCCCCCC 6-((8,8-bis(((Z)-oct-5-en-1-yl)oxy)octyl)(2-hydroxyethyl)amino)hexyl 4,4-bis(octyloxy)butanoate